(3-(2-((tert-butyldimethylsilyl)oxy)ethoxy)phenyl)methylamine [Si](C)(C)(C(C)(C)C)OCCOC=1C=C(C=CC1)CN